O1C=2C(OCC1COCCC(S(=O)(=O)[O-])C)=CSC2.[NH4+].C(C)(C)(C)C2C=COC2CC 4-(tert-butyl)5-ethyl-4H-furan ammonium 3-[(2,3-dihydrothieno[3,4-b]-[1,4]dioxin-2-yl)methoxy]-1-methyl-1-propane-sulfonate